FC(CCN(CC[C@@H](C(=O)O)NC1=NC=NC(=C1)C1=CC=CC=C1)CCCCC1=NC=2NCCCC2C=C1)F (S)-4-((3,3-difluoropropyl)(4-(5,6,7,8-tetrahydro-1,8-naphthyridin-2-yl)butyl)amino)-2-((6-phenylpyrimidin-4-yl)amino)butanoic acid